C(C)(=O)O[C@@H]1[C@H](O[C@H]([C@@H]([C@H]1OC(C)=O)OC(C)=O)OC1=C(C=C(C=C1)COC(=O)OC1=CC=C(C=C1)[N+](=O)[O-])C(NCCNC(=O)OC(C)(C)C)=O)C(=O)OC methyl (2S,3S,4S,5R,6S)-3,4,5-tris(acetyloxy)-6-[2-({2-[(tert-butoxycarbonyl)amino]ethyl}carbamoyl)-4-{[(4-nitrophenoxycarbonyl)oxy]methyl}phenoxy]oxane-2-carboxylate